tert-butyl (R)-(1-(((3-(2-((6-fluoro-2-methylpyridin-3-yl)oxy)-4-methyl-5-(trifluoromethyl)nicotinamido)phenyl)(methyl)(oxo)-λ6-sulfaneylidene)carbamoyl)cyclopropyl)carbamate FC1=CC=C(C(=N1)C)OC1=C(C(=O)NC=2C=C(C=CC2)[S@](=O)(C)=NC(=O)C2(CC2)NC(OC(C)(C)C)=O)C(=C(C=N1)C(F)(F)F)C